FC1=C(C=C(C(=O)N)C=C1)CN1CC(CCC1)C=O 4-FLUORO-3-[(3-FORMYLPIPERIDIN-1-YL)METHYL]BENZAMIDE